C1(=CC=CC=C1)C(C1=CC=CC=C1)=NC1=C(N=C(S1)C(C)C)C(=O)OCC ethyl 5-((diphenylmethylene)amino)-2-isopropylthiazole-4-carboxylate